9-methyl-9,10-diethoxyanthracene CC1(C2=CC=CC=C2C(C=2C=CC=CC12)OCC)OCC